1-(2-chlorophenyl)-N-methylmethanesulfonamide ClC1=C(C=CC=C1)CS(=O)(=O)NC